N-[(1S)-2-(3-cyanophenyl)-1-(1,3,4-oxadiazol-2-yl)ethyl]benzenesulfonamide C(#N)C=1C=C(C=CC1)C[C@@H](C=1OC=NN1)NS(=O)(=O)C1=CC=CC=C1